OCC1(CCC1)NC(=O)C1=C(OC2=C1C=C(C=C2)OCC2=CN=C(S2)C)C N-(1-(hydroxymethyl)cyclobutyl)-2-methyl-5-((2-methylthiazol-5-yl)methoxy)benzofuran-3-carboxamide